OC[C@@H](C1=CC=CC=C1)NC1=CC=C2C=NC(=NC2=C1)NC(=O)NC1=NC=CN=C1 (R)-1-(7-((2-hydroxy-1-phenylethyl)amino)quinazolin-2-yl)-3-(pyrazin-2-yl)urea